ONC(C(C)(C)OC1=C(C=CC(=C1)NC1=NC(=NC2=CC=CC=C12)C)OC)=O N-hydroxy-2-(2-methoxy-5-((2-methylquinazolin-4-yl)amino)phenoxy)-2-methylpropanamide